C(=O)(OC(C)(C)C)C=1OCC(N1)N 2-Boc-aminooxazoline